C(C1=CC=CC=C1)N1N=CC(=C1C)C(CN1C(C=CC(=C1)\C=C\CN1CCOCC1)=O)=O (E)-(2-(1-benzyl-5-methyl-1H-pyrazol-4-yl)-2-oxoethyl)-5-(3-morpholinoprop-1-en-1-yl)pyridin-2(1H)-one